N(=[N+]=[N-])[C@H](C(=O)N1[C@@H](C[C@H](C1)O)C(=O)N[C@@H](COP(=O)(O)O)C1=CC=C(C=C1)N1N=CN=C1)C(C)C (4R)-1-[(2S)-2-azido-3-methylbutanoyl]-4-hydroxy-N-{(1R)-2-(phosphonooxy)-1-[4-(1H-1,2,4-triazol-1-yl)phenyl]ethyl}-L-prolinamide